CN1C([C@@]2(CCC1)CC1=CC=C(C=C1C2)C(=O)OC)=O Methyl (S)-1'-methyl-2'-oxo-1,3-dihydrospiro[indene-2,3'-piperidine]-5-carboxylate